FC=C(CF)F 1,2,3-trifluoro-1-propene